3-(2-(Benzyloxy)-2,2-diphenylacetoxy)spiro[bicyclo[3.2.1]octane-8,1'-pyrrolidin]-8-ium chloride [Cl-].C(C1=CC=CC=C1)OC(C(=O)OC1CC2CCC(C1)[N+]21CCCC1)(C1=CC=CC=C1)C1=CC=CC=C1